1-methyl-3-trifluoromethyl-1H-pyrazole CN1N=C(C=C1)C(F)(F)F